6-(((cyclopropylmethyl)amino)methyl)-2-(3-(3,3-difluoro-1-((4-methyl-4H-1,2,4-triazol-3-yl)methyl)cyclobutyl)phenyl)-4-(trifluoromethyl)isoindolin-1-one C1(CC1)CNCC1=CC(=C2CN(C(C2=C1)=O)C1=CC(=CC=C1)C1(CC(C1)(F)F)CC1=NN=CN1C)C(F)(F)F